2-((2s,3s)-3-aminotetrahydrofuran-2-yl)-3-bromo-5-chloro-N-(thiophen-2-ylmethyl)thieno[3,2-b]pyridin-7-amine N[C@@H]1[C@H](OCC1)C1=C(C2=NC(=CC(=C2S1)NCC=1SC=CC1)Cl)Br